C(=O)OC1=C(C=C(C(=C1)C=1C=NNC1)F)C1=CN=C(N=N1)N1C[C@@H](NCC1)C(C)(C)C 2-{3-[(3S)-3-tert-butylpiperazin-1-yl]-1,2,4-triazin-6-yl}-4-fluoro-5-(1H-pyrazol-4-yl)phenol formate